C(#N)N1CC(CC1)C(=O)NC1=NC=C(C=C1)N1CCOCC1 1-cyano-N-(5-morpholinopyridin-2-yl)pyrrolidine-3-carboxamide